OCCN1C(C2=CC=C(C=C2C1)C1=CC=C(C=C1)S(=O)(=O)N1CCC(CC1)NC1=NC=C(C=C1)C(F)(F)F)=O 2-(2-hydroxyethyl)-5-[4-[[4-[[5-(trifluoromethyl)-2-pyridyl]amino]-1-piperidyl]sulfonyl]phenyl]isoindolin-1-one